[CH-]1C=CC=C1 cyclopentadienide